acryloxyhexyldiiodomethylsilane C(C=C)(=O)OCCCCCC[SiH2]C(I)I